CNCC1=C(C=CC=C1)C=1C=C(SC1)[C@@H](C)NC1=NN=CC2=CC=C(C=C12)N1CCOCC1 (R)-N-(1-(4-(2-((methylamino)methyl)phenyl)thiophen-2-yl)ethyl)-7-morpholinophthalazin-1-amine